C(C)N1C(=NC2=CC(=CC=C2C1=O)C#N)C(CCC)N1CCN(CCC1)C 3-ethyl-2-(1-(4-methyl-1,4-diazepan-1-yl)butyl)-4-oxo-3,4-dihydroquinazoline-7-carbonitrile